P(C#N)(C#N)C#N.C(C1=C(N=C(O1)C1=C(C(=C(C(=C1[2H])[2H])[2H])[2H])[2H])CCO)([2H])([2H])[2H] 2-(5-(methyl-d3)-2-(phenyl-d5)oxazol-4-yl)ethan-1-ol phosphorus tricyanide